[Si](C)(C)(C(C)(C)C)OC1CC(C1)(O)C1=CC2=C(N=C(N=C2)Cl)S1 3-((tert-butyldimethylsilyl)oxy)-1-(2-chlorothieno[2,3-d]pyrimidin-6-yl)cyclobutan-1-ol